C1(O)=C(O)C(O)=CC=C1.C1(O)=C(O)C(O)=CC=C1.[B] boron bispyrogallol